NC=1C(N(C(N(C1N)CC)=O)CC)=O 5,6-diamino-1,3-diethylpyrimidine-2,4(1H,3H)-dione